Cl.C1N(CCC12CCNCC2)C=2C=C(N(C)C)C=CC2 3-(2,8-diazaspiro[4.5]decan-2-yl)-N,N-dimethylaniline hydrochloride